C[C@@H]1CN(C[C@@H](C1)N[C@H]1C(N(CC1)C)=O)C1=CC=C(C=2N=CC=NC12)C#N 8-[(3S,5R)-3-methyl-5-{[(3R)-1-methyl-2-oxopyrrolidin-3-yl]amino}piperidin-1-yl]quinoxaline-5-carbonitrile